1-(4-methoxyphenyl)-2-(6-((2-methoxypyridin-4-yl)amino)-2-(morpholine-4-carbonyl)-1H-indol-1-yl)ethan-1-one COC1=CC=C(C=C1)C(CN1C(=CC2=CC=C(C=C12)NC1=CC(=NC=C1)OC)C(=O)N1CCOCC1)=O